N1,N6-bis(naphthalen-2-yl)-N1,6-diphenylpyrene-1,6-diamine C1=C(C=CC2=CC=CC=C12)N(C1=CC=C2C=CC=3C(CC=C4C=CC1=C2C34)(NC3=CC4=CC=CC=C4C=C3)C3=CC=CC=C3)C3=CC=CC=C3